6-bromo-2-methyl-8,9-dihydro-7H-cyclopenta[H]quinazolin BrC=1C=C2C=NC(=NC2=C2C1CCC2)C